NC[C@H](C)C=1C=C(C=CC1)NC=1C(=NC(=C(N1)CC)CC)C(=O)N (R)-3-((3-(1-aminopropane-2-yl)phenyl)amino)-5,6-diethylpyrazine-2-carboxamide